5-(4-(4-formylpiperidin-1-yl)phenyl)-6-phenyl-6,7,8,9-tetrahydro-5H-benzo[7]annulene-2-carboxylic acid C(=O)C1CCN(CC1)C1=CC=C(C=C1)C1C(CCCC2=C1C=CC(=C2)C(=O)O)C2=CC=CC=C2